BrC=1C=CC(=C(C1)C)C1=NC(=NO1)COC=1C(=CC(=C(C1)N1C(C=2CCCCC2C1=O)=O)F)Cl 2-(5-((5-(5-bromo-2-tolyl)-1,2,4-oxadiazol-3-yl)methoxy)-4-chloro-2-fluorophenyl)-4,5,6,7-tetrahydro-1H-isoindole-1,3(2H)-dione